1-[1-(4-fluorophenyl)piperidin-4-yl]urea FC1=CC=C(C=C1)N1CCC(CC1)NC(=O)N